N1(CCOCC1)C=1OC2=C(N1)C=C(C=C2)C(=O)OC methyl 2-morpholinylbenzo[d]oxazole-5-carboxylate